(4-(4-(1H-pyrazol-4-yl)phenyl)piperidin-1-yl)(1-hydroxycyclohexyl)methanone N1N=CC(=C1)C1=CC=C(C=C1)C1CCN(CC1)C(=O)C1(CCCCC1)O